FC(OC1=CC=C(C=C1)S(=O)(=O)N1CCOC2(CN(C2)C2CCOCC2)C1)F 8-((4-(difluoromethoxy)phenyl)sulfonyl)-2-(tetrahydro-2H-pyran-4-yl)-5-oxa-2,8-diazaspiro[3.5]nonane